C1(CCC1)C=1C=CC(=C(C(=O)N[C@H]2[C@H]([C@H]/3CC[C@@H]2\C3=C/C(F)(F)F)C(=O)NC3=CC(=C(C=C3)F)C(F)(F)F)C1)OC (1R,2S,3R,4R,Z)-3-(5-cyclobutyl-2-methoxybenzamido)-N-(4-fluoro-3-(trifluoromethyl)phenyl)-7-(2,2,2-trifluoroethylidene)bicyclo[2.2.1]heptane-2-carboxamide